octadeca-9-enedicarboxylic acid C(CCCCCCCC=CCCCCCCCC)(C(=O)O)C(=O)O